(2S)-2-amino-3-[(3S)-2-oxo-1H-pyrido[3,4-b][1,4]oxazin-3-yl]propanamide N[C@H](C(=O)N)C[C@H]1C(NC2=C(O1)C=NC=C2)=O